rac-cis-2-fluoro-5-(4-fluorophenyl)-8-methoxy-7-(trifluoromethyl)-3-(3,3,3-trifluoropropyl)-2,3,4,5-tetrahydrobenzo[b][1,4]thiazepine 1,1-dioxide F[C@H]1[C@H](CN(C2=C(S1(=O)=O)C=C(C(=C2)C(F)(F)F)OC)C2=CC=C(C=C2)F)CCC(F)(F)F |r|